OC=1C=CC=C2CCC(CC12)NCCNC(CC1C(NC2=C(O1)C=CC=C2)=O)=O N-(2-((8-hydroxy-1,2,3,4-tetrahydronaphthalen-2-yl)amino)ethyl)-2-(3-oxo-3,4-dihydro-2H-benzo[b][1,4]oxazin-2-yl)acetamide